C(CCCCC)C1=CC=C(C=C1)C(C(=O)N)C(C1=CC=CC=C1)=O (4-hexylphenyl)-3-oxo-3-phenylpropanamide